1-(4-(4-amino-7-isopropyl-7H-pyrrolo[2,3-d]pyrimidin-5-yl)phenyl)-3-(5-tert-butyl-isoxazol-3-yl)urea NC=1C2=C(N=CN1)N(C=C2C2=CC=C(C=C2)NC(=O)NC2=NOC(=C2)C(C)(C)C)C(C)C